ClC=1C(=C(NC2=C(NC3=C2C(NCC3)=O)C3=C(C=NC=C3)OCC3OCC3(C)C)C=CC1)OC(F)F 3-[3-chloro-2-(difluoromethoxy)anilino]-2-(3-{[3,3-dimethyloxetan-2-yl]methoxy}pyridin-4-yl)-1,5,6,7-tetrahydro-4H-pyrrolo[3,2-c]pyridin-4-one